5,7-bis(5-bromothiophen-2-yl)-2,3-bis(2-ethylhexyl)benzo[1,2-b:4,5-c']dithiophene-4,8-dione BrC1=CC=C(S1)C=1SC(=C2C1C(C1=C(SC(=C1CC(CCCC)CC)CC(CCCC)CC)C2=O)=O)C=2SC(=CC2)Br